FC1=C(C(=O)O)C=C(C=C1)S(=O)(=O)C 2-fluoro-5-(methylsulfonyl)benzoic acid